(2S)-2-cyclohexyl-N-[4-(3,5-dimethyl-1H-pyrazol-4-yl)phenyl]-2-[[isopropyl(methyl)carbamoyl]amino]acetamide C1(CCCCC1)[C@@H](C(=O)NC1=CC=C(C=C1)C=1C(=NNC1C)C)NC(N(C)C(C)C)=O